3-(6-(4-(piperidin-4-ylmethyl)-1,4-diazepan-1-yl)pyridin-3-yl)piperidine-2,6-dione N1CCC(CC1)CN1CCN(CCC1)C1=CC=C(C=N1)C1C(NC(CC1)=O)=O